C(C1=CC=CC=C1)N1C[C@H]2CC([C@@H](C1)N2C(=O)OC(C)(C)C)COC tert-butyl (1R,5S)-3-benzyl-6-(methoxymethyl)-3,8-diazabicyclo[3.2.1]octane-8-carboxylate